N1N=CC(=C1)C1=CC=C(C=C1)NC1=NC(=NC2=CC=CC=C12)N1CCNCCC1 N-(4-(1H-pyrazol-4-yl)phenyl)-2-(1,4-diazepan-1-yl)quinazolin-4-amine